7-bromo-8-((cis-4-((tert-butyldimethylsilyl)oxy)cyclohexyl)oxy)-N-(3-((methylthio)methyl)phenyl)quinazoline-2-amine BrC1=CC=C2C=NC(=NC2=C1O[C@@H]1CC[C@@H](CC1)O[Si](C)(C)C(C)(C)C)NC1=CC(=CC=C1)CSC